ClC1=CC2=C(S1)C=CC=C2 2-chlorobenzo[b]thiophen